P(OC(C)(C)C1=CC(=C(C=C1)C(NC1=C(C(=CC(=C1)F)B1OC(C(O1)(C)C)(C)C)C)=O)F)(O)=O 2-(3-fluoro-4-((5-fluoro-2-methyl-3-(4,4,5,5-tetramethyl-1,3,2-dioxaborolan-2-yl)phenyl)carbamoyl)phenyl)propan-2-yl hydrogen phosphonate